Methyl 3-acetamido-4-chloro-N-{[(9H-fluoren-9-yl)methoxy]carbonyl}-L-phenylalaninate C(C)(=O)NC=1C=C(C[C@H](NC(=O)OCC2C3=CC=CC=C3C=3C=CC=CC23)C(=O)OC)C=CC1Cl